5-(9H-fluorene-1-carboxamido)-6-phenylnicotinic acid C1(=CC=CC=2C3=CC=CC=C3CC12)C(=O)NC=1C(=NC=C(C(=O)O)C1)C1=CC=CC=C1